7-[(3S,5S)-3,5-dimethylpiperazin-1-yl]-N-(7-fluoro-2-methyl-indazol-5-yl)-2-methoxy-1,3-benzothiazole-4-carboxamide C[C@H]1CN(C[C@@H](N1)C)C=1C=CC(=C2N=C(SC21)OC)C(=O)NC2=CC1=CN(N=C1C(=C2)F)C